4-(methylsulfanyl)-2-nitrophenol CSC1=CC(=C(C=C1)O)[N+](=O)[O-]